5-(methylamino)-6-(3-methylimidazo[4,5-C]pyridin-7-yl)-3-[[1-(1-methyl-4-piperidinyl)pyrazol-4-yl]amino]pyrazine-2-carboxamide CNC=1N=C(C(=NC1C=1C2=C(C=NC1)N(C=N2)C)C(=O)N)NC=2C=NN(C2)C2CCN(CC2)C